[Br-].OCC[P+](C1=CC=CC=C1)(C1=CC=CC=C1)C1=CC=CC=C1 hydroxyethyl-triphenyl-phosphonium bromide